6-(4'-Fluoro-[2,2'-bipyridin]-3-yl)imidazo[1,2-a]pyridin-3-carbonitril FC1=CC(=NC=C1)C1=NC=CC=C1C=1C=CC=2N(C1)C(=CN2)C#N